ClC1=C(C=C2C(=NN=C(C2=C1)N1CCN(CC1)C(C=C)=O)C1=C(C=CC=C1)CC)C1=C(C=CC=C1O)F 1-(4-(7-chloro-4-(2-ethylphenyl)-6-(2-fluoro-6-hydroxyphenyl)-1-phthalazinyl)-1-piperazinyl)-2-propen-1-one